(3S,4S)-4-((5-methyl-4-(methylamino)-7,8-dihydro-6H-cyclopenta[b][1,8]naphthyridin-2-yl)amino)pyrrolidin-3-ol CC1=C2C(=NC=3N=C(C=C(C13)NC)N[C@@H]1[C@H](CNC1)O)CCC2